4-(4-((4-nitrophenyl)sulfonyl)-3,4-dihydro-2H-pyrido[4,3-b][1,4]thiazin-8-yl)benzeneNitrile [N+](=O)([O-])C1=CC=C(C=C1)S(=O)(=O)N1C2=C(SCC1)C(=CN=C2)C2=CC=C(C=C2)C#N